(3R)-3-({2-[4-chloro-2-(trifluoromethoxy)phenyl]pyrido[2,3-e][1,2,4]triazolo[1,5-c]pyrimidin-5-yl}amino)azepan-2-one ClC1=CC(=C(C=C1)C1=NN2C(=NC3=C(C2=N1)N=CC=C3)N[C@H]3C(NCCCC3)=O)OC(F)(F)F